(3-(4-(benzo[b]thiophen-4-yl)piperazin-1-yl)propoxy)-5,6-dihydro-1H-pyrrolo[3,2,1-ij]quinolin-4(2H)-one S1C2=C(C=C1)C(=CC=C2)N2CCN(CC2)CCCOC2CN1C(CCC3=CC=CC2=C13)=O